C(C)(=O)C1=C(C=C(C=C1)Cl)C=1C(=NN(C(C1)=O)C(C(=O)NC1=CC=C(C(=O)O)C=C1)CC=1C=C(C=CC1)C)OC 4-(2-(4-(2-acetyl-5-chlorophenyl)-3-methoxy-6-oxopyridazine-1(6H)-yl)-3-(m-tolyl)propanamido)benzoic acid